N-((2-(6-((cis)-2,6-dimethylmorpholino)-4-fluoropyridin-2-yl)-1,6-naphthyridin-7-yl)methyl)-3-((2-hydroxyethyl)sulfonyl)benzamide C[C@@H]1O[C@@H](CN(C1)C1=CC(=CC(=N1)C1=NC2=CC(=NC=C2C=C1)CNC(C1=CC(=CC=C1)S(=O)(=O)CCO)=O)F)C